4-(3-fluoro-4-hydroxy-1-naphthalenyl)-7,7-dimethyl-2-(2-(2-propenoyl)-2,6-diazaspiro[3.4]octan-6-yl)-7,8-dihydro-5H-pyrano[4,3-b]pyridine-3-carbonitrile FC=1C=C(C2=CC=CC=C2C1O)C1=C2C(=NC(=C1C#N)N1CC3(CN(C3)C(C=C)=O)CC1)CC(OC2)(C)C